CN(C/C=C/C(=O)N(C1=CC=C(C=C1)C(=O)N1C[C@@H](CC1)NC1=NC2=CC=CC=C2C=N1)C)C (R,E)-4-(dimethylamino)-N-methyl-N-(4-(3-(quinazolin-2-ylamino)pyrrolidine-1-carbonyl)phenyl)but-2-enamide